COC(=O)C=1C2=CC=C(C=C2C=2C=C(C(=CC2C1)O)O)C.ClC1=CC=C(C(=N1)F)C(F)(F)F 6-chloro-2-fluoro-3-(trifluoromethyl)pyridine methyl-2,3-dihydroxy-6-methylphenanthrene-9-carboxylate